(4H)-1,2,4-triazine N1=NCNC=C1